O[C@H](C(=O)OC)CO methyl (S)-2,3-dihydroxypropionate